COC(=O)C1CN(C1)CC1=CC=C(C=C1)C1=NOC(C1)C1=CC(=C(C=C1)OC(C)C)Cl 1-(4-(5-(3-chloro-4-isopropoxyphenyl)-4,5-dihydroisoxazol-3-yl)benzyl)azetidine-3-carboxylic acid methyl ester